dichloro[1,3-bis(2,4,6-trimethylphenyl)-2-imidazolidinylidene](3-phenyl-1H-inden-1-ylidene)(diphenylmethoxyphosphine) ruthenium (II) [Ru+2].ClC=1C(=C(C=CC1)C(OP(=C1C=C(C2=CC=CC=C12)C1=CC=CC=C1)=C1N(CCN1C1=C(C=C(C=C1C)C)C)C1=C(C=C(C=C1C)C)C)C1=CC=CC=C1)Cl